C(C)(C)OC(=O)C1(CC(C1)=O)C(=O)OC(C)C.BrC1=CC=C(C2=CC=CC=C12)C(=O)N 4-bromo-1-naphthaleneformamide Diisopropyl-3-oxocyclobutane-1,1-dicarboxylate